1-isopropyl-4-mesitylbenzoimidazole C(C)(C)N1C=NC2=C1C=CC=C2C2=C(C=C(C=C2C)C)C